CC(C)(C)P (1,1-dimethylethyl)phosphine